C(C)(C)(C)OC(=O)N(C=1SC(=C(N1)C(=O)OC)CCCOC1=C(C=C(C=C1)I)F)CCCC1=C(N=NC(=C1C)Cl)Cl methyl 2-{[(tert-butoxy) carbonyl] [3-(3,6-dichloro-5-methylpyridazin-4-yl) propyl] amino}-5-[3-(2-fluoro-4-iodophenoxy) propyl]-1,3-thiazole-4-carboxylate